2-chloro-6-cyclopropyl-4-(cyclopropyl(4-methyl-4H-1,2,4-triazol-3-yl)methyl)pyridine ClC1=NC(=CC(=C1)C(C1=NN=CN1C)C1CC1)C1CC1